FC1=CC=C(C=C1)NC(=O)C1(CCN(CC1)C1=C(N=C2C(=N1)N(N=C2I)C2OCCCC2)CO)C N-(4-fluorophenyl)-1-[5-(hydroxymethyl)-3-iodo-1-(oxan-2-yl)-1H-pyrazolo[3,4-b]pyrazin-6-yl]-4-methylpiperidine-4-carboxamide